3-(Pyridin-2-ylsulfanyl)pyridazine-4-carbonitrile N1=C(C=CC=C1)SC=1N=NC=CC1C#N